tert-butyl (3-((2,6-dioxopiperidin-3-yl)amino)phenyl)carbamate O=C1NC(CCC1NC=1C=C(C=CC1)NC(OC(C)(C)C)=O)=O